ClCC(=O)N1CC(C1)O 2-Chloro-1-(3-hydroxy-azetidin-1-yl)-ethanone